4-amino-7-fluoro-N-methyl-N-[[4-(2,2,2-trifluoroethoxy)phenyl]methyl]imidazo[1,5-a]quinoxaline-8-carboxamide NC=1C=2N(C3=CC(=C(C=C3N1)F)C(=O)N(CC1=CC=C(C=C1)OCC(F)(F)F)C)C=NC2